2-(2-(ethylsulfonyl)-7-(4-(trifluoromethoxy)phenyl)pyrazolo[1,5-a]pyrimidin-3-yl)-5-((trifluoromethyl)sulfonyl)benzo[d]oxazole C(C)S(=O)(=O)C1=NN2C(N=CC=C2C2=CC=C(C=C2)OC(F)(F)F)=C1C=1OC2=C(N1)C=C(C=C2)S(=O)(=O)C(F)(F)F